F[C@@H]1CN(C[C@@H]1F)C(=O)[C@@H]1CCCC=2N1C(N(N2)CCC2=CC=C(C=C2)F)=O (5S)-5-{[(3R,4S)-3,4-Difluoropyrrolidin-1-yl]carbonyl}-2-[2-(4-fluorophenyl)ethyl]-5,6,7,8-tetrahydro[1,2,4]triazolo[4,3-a]pyridin-3(2H)-one